C(#N)C1=C2C=CNC2=CC=C1NC(=O)C1=CC2=C(OCCC3=C2SC=C3)C=C1C=1C(=NC(=CC1)C(NCCC)=O)C(=O)OC methyl 3-(9-((4-cyano-1H-indol-5-yl)carbamoyl)-4,5-dihydrobenzo[b]thieno[2,3-d]oxepin-8-yl)-6-(propylcarbamoyl)picolinate